6,7-dimethyl-1,4-dihydroquinoxaline-2,3-dione CC=1C=C2NC(C(NC2=CC1C)=O)=O